N'-(4-methoxyphenyl)urea COC1=CC=C(C=C1)NC(N)=O